NC1=NC(=C(C=C1C1=CC(=C2C(NC(=NC2=C1)C)=O)F)C1=CC=C(C=C1)N1C[C@H](N([C@H](C1)C)C)C)F 7-(2-amino-6-fluoro-5-(4-((3R,5S)-3,4,5-trimethylpiperazin-1-yl)phenyl)pyridin-3-yl)-5-fluoro-2-methylquinazolin-4(3H)-one